Cl.NC1=C2C(=NC=N1)N(N=C2C2=NOC(=C2C2=NC=C(C=N2)CCCCCC(=O)O)C2CC2)C(C)(C)C 6-[2-[3-(4-amino-1-tert-butyl-pyrazolo[3,4-d]pyrimidin-3-yl)-5-cyclopropyl-isoxazol-4-yl]pyrimidin-5-yl]hexanoic acid hydrochloride